(R)-2-amino-3-phenylpropan N[C@H](C)CC1=CC=CC=C1